C(C1=CC=CC=C1)N1N=C(C=2C1=NC(=NC2)NC(C)=O)C2=CC=C(C=C2)F N-(1-benzyl-3-(4-fluorophenyl)-1H-pyrazolo[3,4-d]pyrimidin-6-yl)acetamide